(R)-7-methoxy-2-methyl-N-(1-(2-methyl-3-(trifluoromethyl)phenyl)ethyl)-6-(6-methyl-2,6-diazaspiro[3.3]heptan-2-yl)pyrido[2,3-d]pyrimidin-4-amine COC=1C(=CC2=C(N=C(N=C2N[C@H](C)C2=C(C(=CC=C2)C(F)(F)F)C)C)N1)N1CC2(C1)CN(C2)C